2-((4-[5-(trifluoromethyl)-1,2,4-oxadiazol-3-yl]phenyl)methyl)-1,2-oxazinan-3-one FC(C1=NC(=NO1)C1=CC=C(C=C1)CN1OCCCC1=O)(F)F